CN1CC(C1)N 1-methyl-azetidin-3-amine